iodine magnesium [Mg].[I]